2-Amino-1-(3-hydroxy-2,6-dimethylphenyl)-5,6-dimethyl-N-(1H-pyrazol-4-yl)-1H-pyrrolo[2,3-b]pyridine-3-carboxamide NC1=C(C=2C(=NC(=C(C2)C)C)N1C1=C(C(=CC=C1C)O)C)C(=O)NC=1C=NNC1